(E-2-((E)-3-((E)-2-(1,3,3-Trimethylindolin-2-yliden)ethyliden)cyclohex-1-enyl)vinyl)-3H-indolium chlorid [Cl-].CN1\C(\C(C2=CC=CC=C12)(C)C)=C\C=C/1\C=C(CCC1)/C=C/[N+]1=CCC2=CC=CC=C12